NC=1C=2N(C(=C(N1)C1=CC(=CC=C1)C#N)C1=C(N=CO1)C)N=C(N2)CC2=C(CN1C[C@@](CC1)(C(=O)O)C)C=CC=C2F (R)-1-(2-((8-amino-6-(3-cyanophenyl)-5-(4-methyloxazol-5-yl)-[1,2,4]triazolo[1,5-a]pyrazin-2-yl)methyl)-3-fluorobenzyl)-3-methylpyrrolidine-3-carboxylic acid